C(#N)C=1C(=NN2C1CCC1=CC(=CC=C21)F)C2CCN(CC2)C(=O)OC(C(F)(F)F)CO 1,1,1-trifluoro-3-hydroxypropan-2-yl 4-(3-cyano-7-fluoro-4,5-dihydropyrazolo[1,5-a]quinolin-2-yl)piperidine-1-carboxylate